1-(3-fluoropyridin-2-yl)methylamine hydrochloride Cl.FC=1C(=NC=CC1)CN